C[C@@H]1N(C[C@H](N(C1)C(C=C)=O)C)C=1C2=C(N(C(N1)=O)C=1C(=NC=CC1C)C(C)C)N=C(C(=C2)F)C2=CC(=CC1=CC=CC=C21)O (M)-4-[(2S,5R)-2,5-dimethyl-4-prop-2-enoyl-piperazin-1-yl]-6-fluoro-7-(3-hydroxy-1-naphthyl)-1-(2-isopropyl-4-methyl-3-pyridyl)pyrido[2,3-d]pyrimidin-2-one